FC(CN1CCN(CC1)C1=CC=CC=N1)(F)F 6-[4-(2,2,2-trifluoroethyl)piperazin-1-yl]pyridin